N,N,N',N'-tetrakis(2-hydroxyethyl)ethylendiamine OCCN(CCN(CCO)CCO)CCO